OC(C(=O)C1=CC=CC=C1)C(C)C hydroxyisopropyl-acetophenone